2-(pyrrolidin-1-yl)propenamide N1(CCCC1)C(C(=O)N)=C